C(C)OC([C@H](CCC(=O)OCC)NC(=O)OCCl)=O (S)-2-((chloromethoxy)carbonylamino)glutaric acid diethyl ester